3-(2,7-dichloro-8-fluoro-5-methoxypyrido[4,3-d]pyrimidin-4-yl)-6-oxa-3-azabicyclo[3.2.1]octane ClC=1N=C(C2=C(N1)C(=C(N=C2OC)Cl)F)N2CC1COC(C2)C1